3-(4-Benzyloxy-6-methyl-2-pyridyl)-2-chloro-5-(trifluoromethyl)pyridine C(C1=CC=CC=C1)OC1=CC(=NC(=C1)C)C=1C(=NC=C(C1)C(F)(F)F)Cl